C1(CC1)OC=1C=CC=C2C1NC(C21C=NC=C1)=O 7-Cyclopropoxy-spiro[indolin-3,3'-pyrrole]-2-one